BrC1=C(C=C2C(=NC(=NC2=C1F)O)O)F 7-bromo-6,8-difluoro-quinazoline-2,4-diol